1-(3-(6-(3,3-difluoropyrrolidin-1-yl)-4-(1-methyl-1H-pyrazol-3-yl)pyridin-3-yl)pyrrolidin-1-yl)prop-2-en-1-one FC1(CN(CC1)C1=CC(=C(C=N1)C1CN(CC1)C(C=C)=O)C1=NN(C=C1)C)F